2,5-toluenedithiol CC=1C(=CC=C(C1)S)S